Br[Zn]CC(=O)OC(C)(C)C bromo-(2-tert-butoxy-2-oxo-ethyl)zinc